4,4-difluoro-6-methoxy-3,4-dihydronaphthalen-1(2H)-one FC1(CCC(C2=CC=C(C=C12)OC)=O)F